tert-butyl 3-(6-(6-chloro-3-methyl-1H-pyrazolo[4,3-c]pyridin-1-yl)pyridin-2-yl)-3-fluoroazetidine-1-carboxylate ClC1=CC2=C(C=N1)C(=NN2C2=CC=CC(=N2)C2(CN(C2)C(=O)OC(C)(C)C)F)C